OC1=C(C=CC(=C1)OCCCCCCCCCCCCC)C1=NC(=NC(=N1)C1=C(C=C(C=C1)C)C)C1=C(C=C(C=C1)C)C 2-(2-Hydroxy-4-tridecyloxyphenyl)-4,6-bis(2,4-dimethylphenyl)-1,3,5-triazin